NC=1C(=C(C=CC1)C1=NC=CC(=C1Cl)C1=NC(=C(C=C1)CN(C(OC(C)(C)C)=O)C[C@H]1NC(CC1)=O)OC)C tert-butyl (S)-((2'-(3-amino-2-methylphenyl)-3'-chloro-6-methoxy-[2,4'-bipyridin]-5-yl)methyl)((5-oxopyrrolidin-2-yl)methyl)carbamate